2-[4-[4-[(3-Chlorophenyl)methoxy]-3-(1H-imidazol-2-yl)benzoyl]piperazin-1-yl]-3H-quinazolin-4-one ClC=1C=C(C=CC1)COC1=C(C=C(C(=O)N2CCN(CC2)C2=NC3=CC=CC=C3C(N2)=O)C=C1)C=1NC=CN1